BrCC(=O)C=1OC2=C(C1C)C=CC=C2 2-bromo-1-(3-methylbenzofuran-2-yl)ethan-1-one